2-bromo-(9-methyl-9-phenyl-9H-fluorene) BrC1=CC=2C(C3=CC=CC=C3C2C=C1)(C1=CC=CC=C1)C